2-(6-(((1R,3s,5S)-1,5-dimethyl-9-azabicyclo[3.3.1]nonan-3-yl)(methyl)amino)-4-fluoropyridazin-3-yl)-4-fluoro-5-(1H-pyrazol-4-yl)phenol C[C@]12CC(C[C@](CCC1)(N2)C)N(C2=CC(=C(N=N2)C2=C(C=C(C(=C2)F)C=2C=NNC2)O)F)C